4-(4-(3,8-diazabicyclo[3.2.1]octan-3-yl)-6,8-difluoro-2-(((2R,7aS)-2-fluorotetrahydro-1H-pyrrolizin-7a(5H)-yl)methoxy)-5-methoxyquinazolin-7-yl)-5-chloro-6-methyl-1H-indazole C12CN(CC(CC1)N2)C2=NC(=NC1=C(C(=C(C(=C21)OC)F)C2=C1C=NNC1=CC(=C2Cl)C)F)OC[C@]21CCCN1C[C@@H](C2)F